5-[[(1R)-1-[3-(1,1-difluoro-2-hydroxy-2-methyl-propyl)-5-fluoro-2-methyl-phenyl]ethyl]amino]-1,3,8-trimethyl-imidazo[4,5-g]phthalazin-2-one FC(C(C)(C)O)(F)C=1C(=C(C=C(C1)F)[C@@H](C)NC1=NN=C(C=2C=C3C(=CC12)N(C(N3C)=O)C)C)C